4-hydroxyphenylporphine OC1=CC=C(C=C1)C1=C2NC(=C1)C=C1C=CC(=N1)C=C1C=CC(N1)=CC=1C=CC(N1)=C2